FC=1C=C(C=C(C1)C1=NNC2=NC=C(C=C21)C2=CC(=CC=C2)CN2CCOCC2)NC(=O)NC=2C=NC=NC2 1-(3-fluoro-5-(5-(3-(morpholinomethyl)phenyl)-1H-pyrazolo[3,4-b]pyridin-3-yl)phenyl)-3-(pyrimidin-5-yl)urea